pentachlorobenzene sodium [Na].ClC=1C(=C(C(=C(C1)Cl)Cl)Cl)Cl